2-((5-(1,1-difluorooctyl)-1,2,4-oxadiazol-3-yl)methyl)acrylic acid FC(CCCCCCC)(F)C1=NC(=NO1)CC(C(=O)O)=C